2-{6-[3-methyl-1-(4-methyl-1,2,4-triazol-3-yl)cyclobutyl]imidazo[1,2-a]pyridin-8-yl}-4-(trifluoromethyl)-2,3-dihydro-1H-isoindol-1-one CC1CC(C1)(C1=NN=CN1C)C=1C=C(C=2N(C1)C=CN2)N2C(C1=CC=CC(=C1C2)C(F)(F)F)=O